(±)-1-Chloro-N-(3,4-dichlorophenyl)-6,7,8,9-tetrahydro-5H-5,8-epiminocyclohepta[c]pyridine-10-carboxamide ClC1=NC=CC2=C1CC1CCC2N1C(=O)NC1=CC(=C(C=C1)Cl)Cl